3-BROMO-PYRAZOLO[1,5-A]PYRIMIDINE-6-CARBOXALDEHYDE BrC=1C=NN2C1N=CC(=C2)C=O